(4,4-bis(((tert-butyldimethylsilyl)oxy)methyl)-1-(6-chloro-2-methoxypyrimidin-4-yl)piperidine-2-yl)methanol [Si](C)(C)(C(C)(C)C)OCC1(CC(N(CC1)C1=NC(=NC(=C1)Cl)OC)CO)CO[Si](C)(C)C(C)(C)C